C[Si](OC1=CC2CCC(C1)N2C(=O)OCCCC)(C)C butyl 3-((trimethylsilyl)oxy)-8-azabicyclo[3.2.1]oct-2-ene-8-carboxylate